NC=1C(=NC=C(N1)N1CCC(CC1)(C)N)SC=1C(=C(C=CC1)NCC1=C(C=CC=C1)C1C(NC(CC1)=O)=O)Cl 3-(2-(((3-((3-amino-5-(4-amino-4-methylpiperidin-1-yl)pyrazin-2-yl)thio)-2-chlorophenyl)amino)methyl)phenyl)piperidine-2,6-dione